CN(C)CCC(CO)O N,N-dimethylaminoethylethylene glycol